1-(4-(4-fluorobenzyl)-2-(hydroxymethyl)-8,8-dimethyl-7,8-dihydro-6H-imidazo[1,2-a]pyrrolo[2,3-e]pyridin-6-yl)ethan-1-one FC1=CC=C(CC=2C=3N(C4=C(C2)N(CC4(C)C)C(C)=O)C=C(N3)CO)C=C1